C12CN(CC2C1)CC1=CC(=C2CN(C(C2=C1)=O)C1=CC(=CC=C1)C1(COC1)[C@H](C1=NN=CN1C)F)C(F)(F)F 6-((3-azabicyclo[3.1.0]hexan-3-yl)methyl)-2-(3-(3-((R)-fluoro(4-methyl-4H-1,2,4-triazol-3-yl)methyl)oxetan-3-yl)phenyl)-4-(trifluoromethyl)isoindolin-1-one